rac-tert-Butyl 3-(5-(2-fluoro-4-methoxy-5-(((1R,2R,3S,4S)-3-((3-((trifluoromethyl)sulfonyl)phenyl)carbamoyl)bicyclo[2.2.1]heptan-2-yl)carbamoyl)phenyl)pyrazin-2-yl)propanoate FC1=C(C=C(C(=C1)OC)C(N[C@@H]1[C@@H]2CC[C@H]([C@@H]1C(NC1=CC(=CC=C1)S(=O)(=O)C(F)(F)F)=O)C2)=O)C=2N=CC(=NC2)CCC(=O)OC(C)(C)C |r|